C(#N)C(CCSC=1C=C(C=NC1)SCC)C#N 5-(3,3-Dicyanopropylsulfanyl)-3-ethylsulfanylpyridin